C(C)(C)(C)OC(=O)N[C@@H]1C2=CC=CC=C2CC12CCN(CC2)C2=NC(=C(C(=N2)C(=O)O)C2=C(C(=CC=C2)Cl)Cl)C (R)-2-((S)-1-((tert-Butoxycarbonyl)amino)-1,3-dihydrospiro[indene-2,4'-piperidine]-1'-yl)-5-(2,3-dichlorophenyl)-6-methylpyrimidine-4-carboxylic acid